2,4,6-trifluoropyridine FC1=NC(=CC(=C1)F)F